6-(2-(2-((1-(4-ethoxyphenyl)ethylidene)hydrazineylidene)-4-oxothiazolidin-5-yl)acetamido)-3,3-dimethyl-7-oxo-4-thia-1-azabicyclo[3.2.0]heptane-2-carboxylic acid C(C)OC1=CC=C(C=C1)C(C)=NN=C1SC(C(N1)=O)CC(=O)NC1C2SC(C(N2C1=O)C(=O)O)(C)C